3,3-dibromo-1,1,1-trifluoro-propan-2-one BrC(C(C(F)(F)F)=O)Br